tert-butyl (1R,5S)-3-(6-acetyl-7-(3-amino-7,8-difluoroisoquinolin-1-yl)-8-fluoro-2-(2,2,2-trifluoroethoxy)quinazolin-4-yl)-3,8-diazabicyclo[3.2.1]octane-8-carboxylate C(C)(=O)C=1C=C2C(=NC(=NC2=C(C1C1=NC(=CC2=CC=C(C(=C12)F)F)N)F)OCC(F)(F)F)N1C[C@H]2CC[C@@H](C1)N2C(=O)OC(C)(C)C